tert-butyl (2R,4S)-4-{5-[(tert-butoxycarbonyl) (methyl) amino]-4-cyano-3-ethynylpyrazol-1-yl}-2-methylpyrrolidine-1-carboxylate C(C)(C)(C)OC(=O)N(C1=C(C(=NN1[C@H]1C[C@H](N(C1)C(=O)OC(C)(C)C)C)C#C)C#N)C